1H-furo[3,2-g]indazole N1N=CC2=CC=C3C(=C12)OC=C3